N-(4-((2-hydroxyethyl)sulfonylamino)-2-(6-azaspiro[2.5]octane-6-yl)phenyl)thiophene-3-carboxamide Cis-Benzyl-3-amino-4-(hydroxymethyl)pyrrolidine-1-carboxylate C(C1=CC=CC=C1)OC(=O)N1C[C@H]([C@H](C1)CO)N.OCCS(=O)(=O)NC1=CC(=C(C=C1)NC(=O)C1=CSC=C1)N1CCC2(CC2)CC1